carboxy-silanetriol C(=O)(O)[Si](O)(O)O